8-[2-(5-ethylpyridin-2-yl)ethoxy]-6-methoxy-2-[(3-trifluoromethyl-5-nitro-benzyl)]-3,4-dihydroisoquinolin-1(2H)-one C(C)C=1C=CC(=NC1)CCOC=1C=C(C=C2CCN(C(C12)=O)CC1=CC(=CC(=C1)[N+](=O)[O-])C(F)(F)F)OC